C(C)OC(=O)C=1N=C2N(C=CC(=C2Cl)I)C1 8-chloro-7-iodoimidazo[1,2-a]pyridine-2-carboxylic acid ethyl ester